[2-(methylamino)ethyl]methyl-carbamic acid tert-butyl ester C(C)(C)(C)OC(N(C)CCNC)=O